C12CC(CC2C1)N1CCC2=CC(=CC(=C12)C)NC(=O)C=1N=C(OC1CC(F)(F)F)N1CC(C1)(CC)CC N-(1-(bicyclo[3.1.0]hexan-3-yl)-7-methylindolin-5-yl)-2-(3,3-diethylazetidin-1-yl)-5-(2,2,2-trifluoroethyl)oxazole-4-carboxamide